C(C)OC(=O)C=1NC2=C(C=CC(=C2C1)NC1=CC(=C(C=C1)F)Cl)NC=O 4-((3-chloro-4-fluorophenyl)amino)-7-formylamino-1H-indole-2-carboxylic acid ethyl ester